1-(2-methylpyridin-3-yl)-7-(trifluoromethyl)quinazolin-2,4(1H,3H)-dione CC1=NC=CC=C1N1C(NC(C2=CC=C(C=C12)C(F)(F)F)=O)=O